C[C@@H]1CN(C[C@H](O1)C)C1=CC=C(C=C1)N1N=CC2=CC(=C(C(=C12)F)O)F 1-(4-(trans-2,6-dimethylmorpholinyl)phenyl)-5,7-difluoro-1H-indazol-6-ol